C1(CC1)OC1=C(C=C(C=C1)[N+](=O)[O-])CO (2-cyclopropoxy-5-nitrophenyl)methanol